Cl.C(C)[C@H]1N(CCNC1)C(C)C (R)-2-ethyl-1-(isopropyl)piperazine hydrochloride